FC1=C2C=C(NC2=CC(=C1)OC)C(=O)OCC 2-Ethyl 4-fluoro-6-methoxy-1H-indole-2-carboxylate